1-phenyl-2-thio-urea C1(=CC=CC=C1)NC(=S)N